BrC1=C(C=CC(=C1Cl)C1=CC=CC=C1)C1=CC=CC=C1 2'-bromo-3'-chloro-1,1':4',1''-terphenyl